2,2':6',2''-terpyridine-4-carboxylic acid N1=C(C=C(C=C1)C(=O)O)C1=NC(=CC=C1)C1=NC=CC=C1